(R)-5-chloro-N-(2,4-difluoro-3-(2-((2-hydroxy-1-phenylethyl)amino)quinazolin-6-yl)phenyl)-2-methoxypyridine-3-sulfonamide ClC=1C=C(C(=NC1)OC)S(=O)(=O)NC1=C(C(=C(C=C1)F)C=1C=C2C=NC(=NC2=CC1)N[C@@H](CO)C1=CC=CC=C1)F